6-bromo-2-ethyl-8-methoxy-3,4-dihydroisoquinolin-1-one BrC=1C=C2CCN(C(C2=C(C1)OC)=O)CC